[Cl-].C(OC[N+]1(CCC=C(C1)C1=NSN=C1OCCCCCC)C)(OCCCCCC)=O [5-(4-hexyloxy-1,2,5-thiadiazol-3-yl)-1-methyl-3,6-dihydro-2H-pyridin-1-ium-1-yl]methyl hexyl carbonate chloride